8-Oxa-2-aza-spiro[4.5]decane-2-carboxylic acid (7-furan-3-yl-4-methoxy-thiazolo[4,5-c]pyridin-2-yl)-amide O1C=C(C=C1)C=1C2=C(C(=NC1)OC)N=C(S2)NC(=O)N2CC1(CC2)CCOCC1